C(=O)O.C1N(CC12CNC2)C2=CC=C(C=C2)C=2C=C1C(=NC2)NC=C1C(=O)C=1C(=C(C=CC1F)NS(=O)(=O)N1C[C@@H](CC1)F)F (3R)-N-[3-[5-[4-(2,6-diazaspiro[3.3]heptan-2-yl)phenyl]-1H-pyrrolo[2,3-b]pyridine-3-carbonyl]-2,4-difluoro-phenyl]-3-fluoro-pyrrolidine-1-sulfonamide formic acid salt